5-[S-3-hydroxypropyl-5-hexadecylsulfonio]-3-hydroxypentane OCCC[S+](CCC(CC)O)C(CCCC)CCCCCCCCCCC